[Cl-].C(CCCCCCCCCCCCCCCCC)[N+](CCC[Si](OC)(OC)OC)(C)C octadecyldimethyl-(3-trimethoxysilylpropyl)ammonium chloride